Benzyl (2-(pyrrolidin-3-yl)ethyl)carbamate N1CC(CC1)CCNC(OCC1=CC=CC=C1)=O